1-[5-(7-chloro-1,6-naphthyridin-3-yl)-4-methylpyrimidin-2-yl]butan-1-one ClC1=NC=C2C=C(C=NC2=C1)C=1C(=NC(=NC1)C(CCC)=O)C